2-(7-((1S,6S)-2,5-diazabicyclo[4.2.0]octan-2-yl)-2-cyclopropyl-6-ethyl-8-oxopyrido[2,3-b]pyrazin-5(8H)-yl)-N-(2-fluoro-4-(trifluoromethyl)phenyl)acetamide trifluoroacetate FC(C(=O)O)(F)F.[C@H]12N(CCN[C@H]2CC1)C=1C(C=2C(=NC=C(N2)C2CC2)N(C1CC)CC(=O)NC1=C(C=C(C=C1)C(F)(F)F)F)=O